6-Chloro-1-(2-(tetrahydro-2H-pyran-4-yl)ethyl)-1,3-dihydro-2H-imidazo[4,5-c]pyridin-2-one ClC1=CC2=C(C=N1)NC(N2CCC2CCOCC2)=O